(E)-2-methyl-3-(5-(2-chloro-4-cyanophenyl)thiophen-2-yl)acrylamide C/C(/C(=O)N)=C\C=1SC(=CC1)C1=C(C=C(C=C1)C#N)Cl